C1(CC1)C=1C=C2CCNC2=CC1 5-cyclopropylindoline